N-(1-cyclohexylethyl)-4-oxo-2-(pyridin-4-yl)-3,4-dihydrothieno[3,4-d]pyrimidine-7-carboxamide C1(CCCCC1)C(C)NC(=O)C=1SC=C2C1N=C(NC2=O)C2=CC=NC=C2